5-(2-Fluoro-6-methylphenyl)-3-(2-(1-hydroxylprop-2-yl)-1,2,3,4-tetrahydroisochinolin-7-yl)-1H-pyrazolo[4,3-c]pyridazin-6(5H)-on FC1=C(C(=CC=C1)C)N1N=C2C(=CC1=O)NN=C2C2=CC=C1CCN(CC1=C2)C(CO)C